2-(6-bromo-2-fluoro-3-methoxyphenyl)acetamide BrC1=CC=C(C(=C1CC(=O)N)F)OC